C[C@H]1OCCN(C1)C1=CC=CC(=N1)NC(C1=C(C=C(C=C1)S(=O)(=O)C1COC1)N1CCC2(CC2)CC1)=O (R)-N-(6-(2-Methylmorpholino)pyridin-2-yl)-4-(oxetan-3-ylsulfonyl)-2-(6-azaspiro[2.5]octan-6-yl)benzamide